ClC=1C=C2CCC(C(C2=CC1)=O)F 6-chloro-2-fluoro-3,4-dihydronaphthalen-1(2H)-one